C(CCC)OCC(=O)N butoxyacetamide